NCC1CCN(CC1)C1=NC=C(C(=N1)NC=1C=C2C=C(C(N(C2=CC1)C)=O)OCC(=O)NC)Cl 2-[[6-[[2-[4-(aminomethyl)-1-piperidyl]-5-chloro-pyrimidin-4-yl]amino]-1-methyl-2-oxo-3-quinolyl]oxy]-N-methyl-acetamide